ClC1=C(C=CC2=C1C(=NCC(N2)=O)C2=NC=CC=C2F)I 6-chloro-5-(3-fluoro-2-pyridyl)-7-iodo-1,3-dihydro-1,4-benzodiazepin-2-one